ON=C1C=C(C(C2=CC=CC=C12)=O)N[C@@H](C(=O)NC1=CC(=CC=C1)C(F)(F)F)CC1=CC=CC=C1 (R)-2-((4-(hydroxyimino)-1-oxo-1,4-dihydronaphthalen-2-yl)amino)-3-phenyl-N-(3-(trifluoromethyl)phenyl)-propionamide